COC=1C=C2CCNC(C2=CC1[N+](=O)[O-])=O 6-methoxy-7-nitro-3,4-dihydro-2H-isoquinolin-1-one